C(C1=CC=CC=C1)(C1=CC=CC=C1)C1=C(C(=CC(=C1)C)C(C1=CC=CC=C1)C1=CC=CC=C1)N1C(N2C(C=CC=C2C2=C(C=C(C=C2C(C)C)C(C)C)C(C)C)=C1)=[Rh-2]Cl [2-(2,6-dibenzhydryl-4-methylphenyl)-5-(2,4,6-triisopropylphenyl)imidazo[1,5-a]pyridin-3-ylidene]rhodium(I) chloride